methyl 1-methyl-4-oxo-4,5-dihydro-1H-pyrazolo[4,3-c]pyridine-6-carboxylate CN1N=CC=2C(NC(=CC21)C(=O)OC)=O